(3-([1,1'-biphenyl]-2-ylmethyl)-1H-indazol-5-yl)(3-(dimethylamino)pyrrolidin-1-yl)methanone C1(=C(C=CC=C1)CC1=NNC2=CC=C(C=C12)C(=O)N1CC(CC1)N(C)C)C1=CC=CC=C1